3-[tert-butoxycarbonyl-(2-cyano-1-methyl-ethyl)amino]-2-methyl-propionic acid ethyl ester C(C)OC(C(CN(C(CC#N)C)C(=O)OC(C)(C)C)C)=O